tert-butyl 7-(1-((6-fluoro-2-methylpyrazolo[1,5-a]pyridin-5-yl)carbamoyl)-2,3-dihydro-1H-pyrrolo[2,3-b]pyridin-4-yl)-4,7-diazaspiro[2.5]octane-4-carboxylate FC=1C(=CC=2N(C1)N=C(C2)C)NC(=O)N2CCC=1C2=NC=CC1N1CCN(C2(CC2)C1)C(=O)OC(C)(C)C